NC1=NC(=C2C(=N1)N(N=C2)CC2=CC(=C(C=C2)N)C)C=2C=NC=C(C#N)C2 5-(6-amino-1-(4-amino-3-methylbenzyl)-1H-pyrazolo[3,4-d]Pyrimidin-4-yl)nicotinonitrile